(R)-4-(1-(7,8-dimethoxy-1H-[1,2,3]triazolo[4,5-c]quinolin-1-yl)ethyl)benzenesulfonamide COC=1C(=CC=2C3=C(C=NC2C1)N=NN3[C@H](C)C3=CC=C(C=C3)S(=O)(=O)N)OC